O=CCNC(OCCCC)=O butyl N-(2-oxoethyl)carbamate